COC=1C=C(C[C@@H]2[C@@H]([C@H](OC2)C2=CC(=C(C(=C2)OC)OC)OC)COC(CCC)=O)C=CC1OC ((2S,3R,4R)-4-(3,4-Dimethoxybenzyl)-2-(3,4,5-trimethoxyphenyl)tetrahydrofuran-3-yl)methylbutyrate